methyl 6-[2-[4-[(10S)-4-[2-(methoxymethoxy)phenyl]-1,5,6,8,12-pentazatricyclo[8.4.0.02,7]tetradeca-2,4,6-trien-12-yl]-1-piperidyl]pyrimidin-5-yl]spiro[3.3]heptane-2-carboxylate COCOC1=C(C=CC=C1)C=1C=C2N3CCN(C[C@@H]3CNC2=NN1)C1CCN(CC1)C1=NC=C(C=N1)C1CC2(CC(C2)C(=O)OC)C1